COC1=NN(C=C1C1=C(C=2C(=NC=C3C2N(C(N3C)=O)C3CCOCC3)N1)C=1C=C3C=NN(C3=CC1)C)C 7-(3-Methoxy-1-methyl-1H-pyrazol-4-yl)-3-methyl-8-(1-methyl-1H-indazol-5-yl)-1-(tetrahydro-2H-pyran-4-yl)-3,6-dihydroimidazo[4,5-d]pyrrolo[2,3-b]pyridin-2(1H)-on